4-bromo-2,6-dimethylanisole BrC1=CC(=C(C(=C1)C)OC)C